1,3-dicyano-5-methylbenzene C(#N)C1=CC(=CC(=C1)C)C#N